C1[C@@H]([C@H](O[C@H]1N2C3=NC=NC(=C3N=N2)N)COP(=O)(O)O)O The molecule is a 2'-deoxyribonucleoside 5'-monophosphate that is the 8-aza analogue of 2'-deoxyadenosine 5'-monophosphate. It has a role as a Mycoplasma genitalium metabolite. It is a 2'-deoxyribonucleoside 5'-monophosphate, a member of triazolopyrimidines, a N-glycosyl compound and a nucleoside monophosphate analogue. It derives from an 8-azaadenine.